COC(=O)C1=NC=CC(=C1CO[Si](C)(C)C(C)(C)C)Cl 3-(((tert-butyldimethylsilyl)oxy)methyl)-4-chloropyridine-2-carboxylic acid methyl ester